C(C)(C)OC1=CC(=NC=C1)S(=O)(=O)Cl 4-isopropoxypyridine-2-sulfonyl chloride